COC1=C(C=NC=2C(CCCC12)OC1=C(C=C2C=NN(C2=C1)C1=CC(=NC=C1)C)C)C#N 4-Methoxy-8-((5-methyl-1-(2-methylpyridin-4-yl)-1H-indazol-6-yl)oxy)-5,6,7,8-tetrahydroquinoline-3-carbonitrile